C(C1=CC=CC=C1)OC1=NC(=CC=C1C1=NN(C2=C(C=CC=C12)N1[C@@H](CN(CC1)C(=O)OC(C)(C)C)C(F)(F)F)C)OCC1=CC=CC=C1 tert-butyl (S)-4-(3-(2,6-bis(benzyloxy)pyridin-3-yl)-1-methyl-1H-indazol-7-yl)-3-(trifluoromethyl)piperazine-1-carboxylate